CN1N=C(C(=C1)C1=CC=C(C=N1)CC1=C(C=C2CN(C(C2=C1)=O)[C@H]1[C@@H](CCCC1)O)C)C |r| rac-6-((6-(1,3-dimethyl-1H-pyrazol-4-yl)pyridin-3-yl)methyl)-2-(trans-2-hydroxycyclohexyl)-5-methylisoindolin-1-one